C(C1=CC=CC=C1)N(C(=O)C1=CN=C(S1)N1CCC(CC1)N1C[C@@H](CCC1)C)C N-benzyl-N-methyl-2-[(3R)-3-methyl[1,4'-bipiperidin]-1'-yl]-1,3-thiazole-5-carboxamide